C1(=CC=C(C=C1)P(C1=NC2=CC=CC=C2C(=C1)C(F)F)C1=CC=C(C=C1)C1=CC=CC=C1)C1=CC=CC=C1 bis([1,1'-biphenyl]-4-yl)(4-difluoromethyl-quinolin-2-yl)phosphorus